Levulinic acid choline chloride [Cl-].OCC[N+](C)(C)C.C(CCC(=O)C)(=O)O